CC=1[C@H](C[C@H]([C@@H](C1)C=1C(=CC(=CC1O)C1=NC=CC=C1)O)C(=C)C)O (1'R,2'R,4'S)-5'-Methyl-2'-(prop-1-en-2-yl)-4-(pyridin-2-yl)-1',2',3',4'-tetrahydro-[1,1'-biphenyl]-2,4',6-triol